silver triflimide N(S(=O)(=O)C(F)(F)F)S(=O)(=O)C(F)(F)F.[Ag]